(3R,5R)-2-(8-(5-fluoro-1-methylpiperidin-3-yl)-5,6,7,8-tetrahydropyrido[2,3-c]pyridazin-3-yl)-3-methyl-5-(trifluoromethyl)phenol F[C@@H]1C[C@H](CN(C1)C)N1CCCC2=C1N=NC(=C2)C2=C(C=C(C=C2C)C(F)(F)F)O